1,2,3-trimethyl-1H-indole CN1C(=C(C2=CC=CC=C12)C)C